tert-butyl (6R)-2-[2-[6-(4-tert-butoxycarbonylpiperazin-1-yl)-3-pyridyl]-4-pyridyl]-6-methyl-4-oxo-6,7-dihydrofuro[3,2-c]pyridine-5-carboxylate C(C)(C)(C)OC(=O)N1CCN(CC1)C1=CC=C(C=N1)C1=NC=CC(=C1)C1=CC=2C(N([C@@H](CC2O1)C)C(=O)OC(C)(C)C)=O